2-chloro-β,β,4,5-tetrafluoro-phenylpropionic acid ClC1=C(C=C(C(=C1)F)F)C(C(=O)O)C(F)F